P(=O)(OC(CC)CCCC)(OC(CC)CCCC)OC(CC)CCCC tri(3-heptyl) phosphate